C(C=C)(=O)NC1=CC=C(C=C1)C1=C(C(=C2N1C=CN=C2)C(=O)N)C2=CC=C(C=C2)OC 6-(4-acrylamidophenyl)-7-(4-methoxyphenyl)pyrrolo[1,2-a]pyrazine-8-carboxamide